C(C)OC=1C=CC=2N(N1)C(=C(N2)C=2C=NC(=CC2)CC)C(=O)N[C@@H]2C(NC1=C(C(=N2)C2=CC=CC=C2)C=CC=C1F)=O 6-Ethoxy-2-(6-ethylpyridin-3-yl)-N-[(3S)-9-fluoro-2-oxo-5-phenyl-1,3-dihydro-1,4-benzodiazepin-3-yl]imidazo[1,2-b]pyridazine-3-carboxamide